N-(2-aminoethyl)-3-aminopropyl-(diethoxy)(methyl)silane NCCNCCC[Si](C)(OCC)OCC